3H-spiro[2-benzofuran-1,4'-piperidine]-5-carboxylic acid N1CCC2(CC1)OCC1=C2C=CC(=C1)C(=O)O